3-(5-(3,5-dimethylisoxazol-4-yl)-1-(3-(trifluoromethoxy)benzyl)-1H-pyrrolo[2,3-b]pyridin-3-yl)benzoic acid CC1=NOC(=C1C=1C=C2C(=NC1)N(C=C2C=2C=C(C(=O)O)C=CC2)CC2=CC(=CC=C2)OC(F)(F)F)C